BrC=1C=C(C(O[C@H](C(=O)O)CF)=C(C1)[2H])[2H] (R)-2-[p-bromo(2,6-2H2)phenoxy]-3-fluoropropionic acid